C1(=C(C=CC=C1)C1CNCCC1)C m-tolylpiperidine